FC1=CC(=C(C=C1)C1=CC(=CC=C1)C=1OC2=C(N1)C=C(C=C2C)CN[C@H]2[C@H](CCC2)O)C2=NN=CN2C (1S,2R)-2-(((2-(4'-Fluoro-2'-(4-methyl-4H-1,2,4-triazol-3-yl)-[1,1'-biphenyl]-3-yl)-7-methylbenzo[d]oxazol-5-yl)methyl)amino)cyclopentan-1-ol